cyclopropane-carbonitrile C1(CC1)C#N